CN(C1=CC2=C(C=C(O2)C(=O)[N-]S(=O)(=O)C2=C(C=CC=C2)OCC)C=C1)C.[Na+] sodium [6-(dimethylamino)-1-benzofuran-2-carbonyl](2-ethoxybenzene-1-sulfonyl)azanide